C1(CC1)NC(C1=C(C=C(C(=C1)N1N=CC(=C1)C1=CN=C2N1C=C(C(=C2)OC)\C=C\OCC)C)F)=O (E)-N-cyclopropyl-5-(4-(6-(2-ethoxyvinyl)-7-methoxyimidazo[1,2-a]pyridin-3-yl)-1H-pyrazol-1-yl)-2-fluoro-4-methylbenzamide